FC1(CC(C2(OCCO2)CC1)CO)F (8,8-difluoro-1,4-dioxa-spiro[4.5]dec-6-yl)methanol